[O-]CCC.[Cu+2].C1(=CC=CC=C1)P(C1=CC=CC=C1)C1=CC=CC=C1.C1(=CC=CC=C1)P(C1=CC=CC=C1)C1=CC=CC=C1.[O-]CCC bis(triphenylphosphine) copper (II) propoxide